FC(OC1=NC(=CC=C1NC(=O)C1(CN(C1)C(CC1CCN(CC1)CCF)=O)C1=C(C=CC=C1)C(C)C)C)F N-(2-(difluoromethoxy)-6-methylpyridin-3-yl)-1-(2-(1-(2-fluoroethyl)piperidin-4-yl)acetyl)-3-(2-isopropylphenyl)azetidine-3-carboxamide